4-bromo-2-cyano-5-[(1-methylpiperidin-4-yl)amino]furo[2,3-c]pyridine-7-carboxylic acid BrC1=C2C(=C(N=C1NC1CCN(CC1)C)C(=O)O)OC(=C2)C#N